(R)-5-((S)-1,2-dibromopropan-2-yl)-2-methylcyclohex-2-en-1-one BrC[C@@](C)(Br)[C@@H]1CC=C(C(C1)=O)C